C(=O)O.O=C1NC(CCC1N1C(C2=CC=C(C=C2C1=O)OCCN1CCNCC1)=O)=O 2-(2,6-dioxopiperidin-3-yl)-5-[2-(piperazin-1-yl)ethoxy]isoindole-1,3-dione formate